3-oxo-7-vinyldecahydro-4,9a-propanocyclopenta[8]annulen-5-yl 2-((5-fluoro-1-hydroxy-1,3-dihydrobenzo[c][1,2]oxaborol-6-yl)oxy)acetate FC1=CC2=C(B(OC2)O)C=C1OCC(=O)OC1C2C3C(CCC(C1)C=C)(CCC3=O)CCC2